2-hydroxyhexahydro-5H-chromen-5-one OC1OC2=CCCC(C2CC1)=O